3-bromo-2-fluoropropan-1-ol BrCC(CO)F